ClC=1C=CC2=C(NC(=N2)C(=O)O)C1C 6-chloro-7-methyl-1H-benzo[d]imidazole-2-carboxylic acid